5-(3-methyl-4-((4-fluorobenzyl)oxy)phenyl)-4H-1,2,4-triazole CC=1C=C(C=CC1OCC1=CC=C(C=C1)F)C=1NC=NN1